IC=1C(=C(C=O)C(=CC1)C)C 3-iodo-2,6-dimethylbenzaldehyde